N-acetyl-homocystein C(C)(=O)N[C@@H](CCS)C(=O)O